2-amino-7'-carboxy-9,9'-spirobifluorene NC1=CC=2C3(C4=CC=CC=C4C2C=C1)C1=CC(=CC=C1C=1C=CC=CC13)C(=O)O